3-(6-(5-formylthiophene-2-yl)-3,4-dihydroquinolin-1(2H)-yl)propionic acid C(=O)C1=CC=C(S1)C=1C=C2CCCN(C2=CC1)CCC(=O)O